[Si](C1=CC=CC=C1)(C1=CC=CC=C1)(C(C)(C)C)O[C@H]1C[C@@H](O[C@@H]1CO)N1C2=NC(=NC(=C2N=C1)O)NC(C(C)C)=O N-(9-((2R,4S,5R)-4-((tert-butyldiphenylsilyl)oxy)-5-(hydroxymethyl)tetrahydrofuran-2-yl)-6-hydroxy-9H-purin-2-yl)isobutyramide